FC1=C(C=CC(=C1C)F)N(C(=O)[C@H]1N(C(CC1)=O)C1=NC(=CC(=C1)C(F)(F)F)C)CC#CCN1CCN(CC1)C1=NC=CC=N1 (S)-N-(2,4-difluoro-3-methylphenyl)-1-(6-methyl-4-(trifluoromethyl)pyridin-2-yl)-5-oxo-N-(4-(4-(pyrimidin-2-yl)piperazin-1-yl)but-2-yn-1-yl)pyrrolidine-2-carboxamide